(methyl-d3)pyrazol C([2H])([2H])([2H])C1=NNC=C1